N1=CC=CC=2CCC=NC12 5h-naphthyridin